IC=1C=NN2C1CCCC2 3-iodo-4,5,6,7-tetrahydropyrazolo[1,5-a]pyridine